trifluoroacetic acid boron trifluoride B(F)(F)F.FC(C(=O)O)(F)F